3-[3-fluoro-4-(1H-imidazol-1-yl)phenyl]-5-(trifluoromethyl)-4,5-dihydro-1,2-oxazol-5-ol FC=1C=C(C=CC1N1C=NC=C1)C1=NOC(C1)(O)C(F)(F)F